COCCNC1=C(C=CC=C1C)C (2-methoxyethyl)-2,6-dimethylaniline